FC1=CC=C(C=C1)N(C(C)=O)C1=NC=CC(=C1)NC(CC1=C(C(=CC=C1)F)C(F)(F)F)=O N-(4-fluorophenyl)-N-(4-{2-[3-fluoro-2-(trifluoromethyl)phenyl]acetamido}pyridin-2-yl)acetamide